(3S,4S)-8-(9-((2-fluoro-3,5-dimethoxyphenyl)ethynyl)-7H-imidazo[1,2-c]pyrazolo[4,3-e]pyrimidin-5-yl)-3-methyl-2-oxa-8-azaspiro[4.5]decan-4-amine FC1=C(C=C(C=C1OC)OC)C#CC1=NNC2=C1C=1N(C(=N2)N2CCC3([C@@H]([C@@H](OC3)C)N)CC2)C=CN1